(4aS,6R)-6-(2,3-dichloro-6-methoxyphenyl)-3-(hydroxymethyl)-hexahydropyrrolo[1,2-c][1,3]oxazin-1-one ClC1=C(C(=CC=C1Cl)OC)[C@H]1C[C@@H]2N(C(OC(C2)CO)=O)C1